4-(Tert-butyl)-2,6-dimethyl-N-(3-(3-morpholinopropyl)-5-(trifluoromethyl)-phenyl)benzenesulfonamide C(C)(C)(C)C1=CC(=C(C(=C1)C)S(=O)(=O)NC1=CC(=CC(=C1)C(F)(F)F)CCCN1CCOCC1)C